t-butoxycarbonyl-L-lysine C(C)(C)(C)OC(=O)N[C@@H](CCCCN)C(=O)O